FC(C1=C(CNC(OC(C)(C)C)=O)C=CC(=C1F)B1OC(C(O1)(C)C)(C)C)F tert-butyl (2-(difluoromethyl)-3-fluoro-4-(4,4,5,5-tetramethyl-1,3,2-dioxaborolan-2-yl)benzyl)carbamate